tert-Butyl (2S,4S)-2-(3-phenethyl-1,2,4-oxadiazol-5-yl)-4-phenylpyrrolidine-1-carboxylate C(CC1=CC=CC=C1)C1=NOC(=N1)[C@H]1N(C[C@@H](C1)C1=CC=CC=C1)C(=O)OC(C)(C)C